COBr Monobromo Monomethyl Ether